2-(2-hydroxy-4-methoxyphenyl)acetic acid ethyl ester C(C)OC(CC1=C(C=C(C=C1)OC)O)=O